(S)-N-(1-cyclopropyl-2-oxo-1,2-dihydropyridin-3-yl)-7-isopropoxy-2-(tetrahydro-2H-pyran-3-yl)imidazo[1,2-a]pyrimidine-6-carboxamide C1(CC1)N1C(C(=CC=C1)NC(=O)C=1C(=NC=2N(C1)C=C(N2)[C@H]2COCCC2)OC(C)C)=O